P(OCCN1C2=CC=C(C=C2OC=2C=C(C=CC12)Br)Br)([O-])=O [2-(3,7-dibromo-10H-phenoxazin-10-yl) ethyl] phosphonate